COC N,N-dimethyl ether